tert-Butyl 7-chloro-5-oxo-3,5-dihydro-1H-spiro[imidazo[1,2-c]pyrimidine-2,4'-piperidine]-1'-carboxylate ClC=1C=C2N(C(N1)=O)CC1(CCN(CC1)C(=O)OC(C)(C)C)N2